C(C=CCCCCCCCC)=O undecaenal